FC=1C(=C(C=CC1N1CCC(CC1)C(F)(F)F)NC1=CC=C(CN2C(NC(C2)C(=O)N)=O)C=C1)C (4-((3-fluoro-2-methyl-4-(4-(trifluoromethyl)piperidin-1-yl)phenyl)amino)benzyl)-2-oxoimidazolidine-4-carboxamide